lysine glutamic acid salt N[C@@H](CCC(=O)O)C(=O)O.N[C@@H](CCCCN)C(=O)O